C(C1=CC=CC=C1)OC1=CC(=NC2=CC=CC=C12)C1=C(C=C(C=C1)C(C)(C)O)C 2-[4-(4-benzyloxy-2-quinolyl)-3-methyl-phenyl]propan-2-ol